6-bromo-7-chloro-2-(pyrazin-2-ylmethyl)-1H-benzo[d]imidazole BrC=1C=CC2=C(NC(=N2)CC2=NC=CN=C2)C1Cl